N-(3-Aminophenyl)sulfonyl-6-(1-methylcyclopropyl)-2-(2,4,6-trimethylphenoxy)pyridin-3-carboxamid NC=1C=C(C=CC1)S(=O)(=O)NC(=O)C=1C(=NC(=CC1)C1(CC1)C)OC1=C(C=C(C=C1C)C)C